NC([C@H](C[C@H]1C(NCCC1)=O)NC(=O)C1N(CC(C1)C1CCCC1)C(=O)C=1NC2=CC=CC(=C2C1)OC)=O N-[(1S)-2-amino-2-oxo-1-[[(3S)-2-oxo-3-piperidyl]methyl]ethyl]-4-cyclopentyl-1-(4-methoxy-1H-indole-2-carbonyl)pyrrolidine-2-carboxamide